N[C@@H]1[C@H](C[C@@H]2CN(C[C@@H]2C1)C1=NN2C(S1)=NC=C2C=2C(=NC(=CC2)C(C)C)OC)O (3aS,5S,6S,7aR)-6-amino-2-(5-(6-isopropyl-2-methoxypyridin-3-yl)imidazo[2,1-b][1,3,4]thiadiazol-2-yl)octahydro-1H-isoindol-5-ol